Undecahectane CCCCCCCCCCCCCCCCCCCCCCCCCCCCCCCCCCCCCCCCCCCCCCCCCCCCCCCCCCCCCCCCCCCCCCCCCCCCCCCCCCCCCCCCCCCCCCCCCCCCCCCCCCCCCCC